C(C)SC1=CC2=C(N(C(N2C)=O)C)C=C1C1=NC2=C(N1C)C=CC(=C2)SC(F)(F)F 5-ethylsulfanyl-1,3-dimethyl-6-[1-methyl-5-(trifluoromethyl-sulfanyl)benzimidazol-2-yl]benzimidazol-2-one